ClC1=C(C(=CC=C1)F)N1C(C2=CC(=C(C=C2C(=N1)C(=C)C)N1N=C(N(C1=O)CC)CO)OC)=O 2-(2-chloro-6-fluorophenyl)-6-(4-ethyl-3-(hydroxymethyl)-5-oxo-4,5-dihydro-1H-1,2,4-triazol-1-yl)-7-methoxy-4-(prop-1-en-2-yl)phthalazin-1(2H)-one